C1(=CC=CC=C1)C=CC(=O)C1=CC=CC=C1 3-phenylacrylophenone